2-(2-methylindol-1-yl)-1-(pyrrolidin-1-yl)ethan-1-one CC=1N(C2=CC=CC=C2C1)CC(=O)N1CCCC1